tert-butyl (1-(5-(5-(2,3-dimethylphenyl)-6-methoxy-1-(4-methoxybenzyl)-1H-pyrazolo[4,3-b]pyridin-3-yl)pyridin-2-yl)azetidin-3-yl)(methyl)carbamate CC1=C(C=CC=C1C)C1=C(C=C2C(=N1)C(=NN2CC2=CC=C(C=C2)OC)C=2C=CC(=NC2)N2CC(C2)N(C(OC(C)(C)C)=O)C)OC